Methyl 3-(3-chlorophenyl)-4,5-dihydro-1H-benzo[g]indole-2-carboxylate ClC=1C=C(C=CC1)C1=C(NC=2C3=C(CCC12)C=CC=C3)C(=O)OC